5-(3,5-dihydroxyphenyl)-γ-valerolactone OC=1C=C(C=C(C1)O)CC1CCC(=O)O1